C(C1=CC=CC=C1)N1C(C2NCCCC2C1)=O 6-benzyl-hexahydro-pyrrolo[3,4-b]pyridine-7-one